C(C)(C)(C)OC(=O)N1CCC(=CC1)C1=C(C=C(C=C1)NC1C(NC(CC1)=O)=O)C.C(C=C(C)CCC=C(C)CCC=C(C)C)OP(O)(=O)OP(=O)(O)O.O(P(O)(=O)OP(=O)(O)O)CC=C(C)CCC=C(C)CCC=C(C)C farnesyl diphosphate farnesyl-diphosphate tert-butyl-4-[4-[(2,6-dioxo-3-piperidyl)amino]-2-methyl-phenyl]-3,6-dihydro-2H-pyridine-1-carboxylate